2-{7-Cyano-1,1,3-trioxo-4H-1lambda6-pyrido[3,2-e][1,2,4]thiadiazin-2-yl}-N-[(1S)-1-(2,4-difluorophenyl)ethyl]acetamide C(#N)C=1C=CC=2NC(N(S(C2N1)(=O)=O)CC(=O)N[C@@H](C)C1=C(C=C(C=C1)F)F)=O